trans-N-[8-amino-6-(2-chlorophenyl)-2,7-naphthyridin-3-yl]-2-(1-methyl-1H-pyrazol-4-yl)cyclopropane-1-carboxamide NC=1N=C(C=C2C=C(N=CC12)NC(=O)[C@H]1[C@@H](C1)C=1C=NN(C1)C)C1=C(C=CC=C1)Cl